FC1C(CC(CC1(C)C)=O)=O 4-fluoro-5,5-dimethylcyclohexane-1,3-dione